(2,5-diisopropoxy-4-methoxyphenyl)(5-isopropoxybenzo[d]thiazol-yl)methanone C(C)(C)OC1=C(C=C(C(=C1)OC)OC(C)C)C(=O)C=1SC2=C(N1)C=C(C=C2)OC(C)C